C[Pt](O[SiH3])C=C methyl-vinyl-siloxyplatinum